ClC1=CC(N(C=C1)C(C)N1N=NC(=C1)C1=NC(=CN=C1)N1C[C@H](CC1)F)=O 4-chloro-1-(1-(4-(6-((S)-3-fluoropyrrolidin-1-yl)pyrazin-2-yl)-1H-1,2,3-triazol-1-yl)ethyl)pyridin-2(1H)-one